3,5-dichloro-N-(6-(4-fluorophenethyl)-6-azaspiro[2.5]oct-1-yl)benzamide ClC=1C=C(C(=O)NC2CC23CCN(CC3)CCC3=CC=C(C=C3)F)C=C(C1)Cl